6-((3-(dimethylamino)propyl)amino)pyrimidin CN(CCCNC1=CC=NC=N1)C